3-(1H-imidazo[1,2-a]imidazol-1-yl)-1-methyl-1H-pyrrolo[2,3-b]pyridine-6-carboxylic acid N1(C=2N(C=C1)C=CN2)C2=CN(C1=NC(=CC=C12)C(=O)O)C